C(=O)(O)[C@H](CCCC1=CC=C(C=C1)OCCOCCOCC)N1CCN(CCN(CCN(CC1)C(C(=O)[O-])CO)C(C(=O)[O-])CO)C(C(=O)[O-])CO 2,2',2''-{10-[(1S)-1-carboxy-4-{4-[2-(2-ethoxyethoxy)ethoxy]phenyl}butyl]-1,4,7,10-tetraazacyclododecane-1,4,7-triyl}tris(3-hydroxypropanoate)